8-(2-(pyridin-4-yl)pyrido[3,4-d]pyrimidin-4-yl)-2,8-diazaspiro[4.5]decan-1-one N1=CC=C(C=C1)C=1N=C(C2=C(N1)C=NC=C2)N2CCC1(CCNC1=O)CC2